4-(6-(bis(2-hydroxyethyl)amino)-2-(bis(2-methoxyethyl)amino)-8-(4-methoxypiperidin-1-yl)pyrimido[5,4-d]pyrimidin-4-yl)-1-methylpiperazine OCCN(C=1N=C(C=2N=C(N=C(C2N1)N1CCN(CC1)C)N(CCOC)CCOC)N1CCC(CC1)OC)CCO